methyl (R)-2-((1-(tert-butoxycarbonyl)pyrrolidin-3-yl)methyl)thiazole-5-carboxylate C(C)(C)(C)OC(=O)N1C[C@H](CC1)CC=1SC(=CN1)C(=O)OC